FC1([C@H](C=2C(=CN(C2CC1)C=1C=C(C(C#N)=CC1)C#N)S(=O)(=O)CF)O)F (S)-4-(5,5-difluoro-3-((fluoromethyl)sulfonyl)-4-hydroxyl-4,5,6,7-tetrahydro-1H-indol-1-yl)phthalonitrile